(S)-N-(5-(4-amino-1-(1-(6-(3-fluorophenyl)-3-methyl-5-oxo-5H-thiazolo[3,2-a]pyrimidin-7-yl)ethyl)-1H-pyrazolo[3,4-d]pyrimidin-3-yl)-2-methoxypyridin-3-yl)methanesulfonamide NC1=C2C(=NC=N1)N(N=C2C=2C=C(C(=NC2)OC)NS(=O)(=O)C)[C@@H](C)C=2N=C1N(C(C2C2=CC(=CC=C2)F)=O)C(=CS1)C